4-acetyl-3,4-dihydro-2H-benzo[b][1,4]oxazine-6-sulfonyl chloride C(C)(=O)N1C2=C(OCC1)C=CC(=C2)S(=O)(=O)Cl